(S)-2-((7-chloro-1-methyl-2-oxo-6-(2-oxoethyl)-1,2,3,4,5,6-hexahydrobenzo[b][1,4]diazocin-3-yl)amino)-6-methyl-4-(trifluoromethyl)nicotinonitrile ClC1=CC=CC=2N(C([C@H](CCN(C21)CC=O)NC2=C(C#N)C(=CC(=N2)C)C(F)(F)F)=O)C